1'-methyl-1,2-dihydrospiro[indole-3,3'-pyrrolidine] CN1CC2(CC1)CNC1=CC=CC=C12